ClC1=C(C=C(OC2=C(C=C(C=C2)S(=O)(=O)C)C=2C3=C(C(N(C2)C)=O)NC=C3)C=C1)F 4-[2-(4-chloro-3-fluorophenoxy)-5-(methylsulfonyl)phenyl]-6-methyl-1,6-dihydro-7H-pyrrolo[2,3-c]pyridin-7-one